2,11-diphenylindolo[3,2,1-jk]carbazole C1(=CC=CC=C1)C=1C=C2C=3C=C(C=CC3N3C2=C(C1)C1=CC=CC=C13)C1=CC=CC=C1